[C@H]1([C@@H](O)[C@@H](O)[C@H](O)[C@H](O1)CO)C1=C(C[C@H](N)C(=O)O)C2=CC=CC=C2N1 2-(alpha-D-Mannopyranosyl)-L-tryptophane